ClC=1C=C(C=CC1C(=O)N1CCN(CC1)C(=O)C1[C@H]2CNC[C@@H]12)NC(=O)C=1N(C(=CN1)C=1C(=NN(C1)CC#C)C(F)(F)F)C |r| N-[3-chloro-4-[4-[rac-(1R,5S)-3-azabicyclo[3.1.0]hexane-6-carbonyl]piperazine-1-carbonyl]phenyl]-1-methyl-5-[1-prop-2-ynyl-3-(trifluoromethyl)pyrazol-4-yl]imidazole-2-carboxamide